C(#N)C=1C=C(C=CC1)C1=NN2C(N=C(C=C2)C(=O)N[C@H](C(C)(C)O)C)=C1C1=CC(=NC(=C1)C)CO (3-cyanophenyl)-N-[(1S)-2-hydroxy-1,2-dimethyl-propyl]-3-[2-(hydroxymethyl)-6-methyl-4-pyridinyl]pyrazolo[1,5-a]pyrimidine-5-carboxamide